N-(((9H-fluoren-9-yl)methoxy)carbonyl)-N-(3-oxo-3-(tritylamino)propyl)-D-alanine C1=CC=CC=2C3=CC=CC=C3C(C12)COC(=O)N([C@H](C)C(=O)O)CCC(NC(C1=CC=CC=C1)(C1=CC=CC=C1)C1=CC=CC=C1)=O